Ethyl 2-(2,4-difluorophenyl)-6,7-dihydro-5H-pyrazolo[5,1-b][1,3]thiazine-3-carboxylate FC1=C(C=CC(=C1)F)C1=NN2C(SCCC2)=C1C(=O)OCC